CCCCCCCCC/C=C\\C(=O)N1CCOCC1 The molecule is a fatty amide resulting from the formal condensation of (Z)-dodec-2-enoic acid with the nitrogen of morpholine. It is an enamide, a fatty amide and a tertiary carboxamide. It derives from a morpholine.